CC=1C=C2C=C(NC2=CC1C(NC1(CC1)C1=CC=CC2=CC=CC=C12)=O)C(C)NC(OC(C)(C)C)=O tert-Butyl (1-(5-methyl-6-((1-(naphthalen-1-yl)cyclopropyl)carbamoyl)-1H-indol-2-yl)ethyl)carbamate